N(=[N+]=[N-])[C@@H](CC(=O)OC)CC1=CC=C(C=C1)Cl Methyl (R)-3-azido-4-(4-chlorophenyl)butanoate